2-(3-fluoro-5-isopropyl-2-methoxyphenyl)-2-((R)-3-(methyl(5-((R)-1,2,3,4-tetrahydro-1,8-naphthyridin-2-yl)pentyl)amino)pyrrolidin-1-yl)acetic acid FC=1C(=C(C=C(C1)C(C)C)C(C(=O)O)N1C[C@@H](CC1)N(CCCCC[C@H]1NC2=NC=CC=C2CC1)C)OC